FC(C1=CC=C(O1)CN1C=CC2=CC(=CC=C12)N)(F)F 1-((5-(Trifluoromethyl)furan-2-yl)methyl)-1H-indol-5-amine